1-(3-(cis)-aminocyclobutyl)-4-nitro-1H-imidazole N[C@H]1C[C@H](C1)N1C=NC(=C1)[N+](=O)[O-]